C(C)(C)(C)C=1C=C(C=CC1)N=C(CC(C)OC(C1=CC=C(C=C1)Cl)=O)C 4-chlorobenzoic acid [4-(3-tert-butylphenyl-imino)-2-pentyl] ester